1-(2-isonicotinyl-2-azaspiro[3.3]hept-6-yl)-3-(4-methoxybenzyl)urea C(C1=CC=NC=C1)N1CC2(C1)CC(C2)NC(=O)NCC2=CC=C(C=C2)OC